FC1=CC=C(C=C1)C=1C(=NN2C1C=C(C=C2)C(F)(F)F)NC(CC2(CCC2)O)=O N-(3-(4-fluorophenyl)-5-(trifluoromethyl)pyrazolo[1,5-a]pyridin-2-yl)-2-(1-hydroxycyclobutyl)acetamide